4-bromo-7-(difluoromethyl)-2-methyl-2H-indazole BrC=1C2=CN(N=C2C(=CC1)C(F)F)C